(+)-2-(4-aminophenoxy)propionamide hydrochloride Cl.NC1=CC=C(OC(C(=O)N)C)C=C1